CC=1C(=NC=CC1)OC1CCC(CC1)CCN1N=C(C=C1)C(=O)N1CCC(CC1)NC(C)=O N-(1-(1-(2-((1s,4s)-4-((3-methylpyridin-2-yl)oxy)cyclohexyl)ethyl)-1H-pyrazole-3-carbonyl)piperidin-4-yl)acetamide